1,3-butanedione C(CC(C)=O)=O